6-chloro-4-[(3R,4R)-4-(4-fluoroanilino)-3-methoxy-1-piperidinyl]-1-methyl-2-oxo-1,5-naphthyridine-3-carbonitrile ClC=1N=C2C(=C(C(N(C2=CC1)C)=O)C#N)N1C[C@H]([C@@H](CC1)NC1=CC=C(C=C1)F)OC